The molecule is a trivalent inorganic anion obtained by removal of all three protons from antimonous acid. It is an antimony oxoanion and a trivalent inorganic anion. It is a conjugate base of an antimonous acid. [OH-].[OH-].[OH-].[Sb]